2-((7-Methyl-6-nitroquinolin-4-yl)oxy)ethane-1-amine trifluoroacetate FC(C(=O)O)(F)F.CC1=C(C=C2C(=CC=NC2=C1)OCCN)[N+](=O)[O-]